C1(=CC=CC=C1)C1CCC=2C1=NN(C2)C2=CC(=NC=N2)C#CC=2C=NC(=NC2)N 5-((6-(6-phenyl-5,6-dihydrocyclopenta[c]pyrazol-2(4H)-yl)pyrimidine-4-yl)ethynyl)pyrimidin-2-amine